2-methyl-6-ethyl-4-bis(4-fluorophenyl)methylaniline CC1=C(N)C(=CC(=C1)C(C1=CC=C(C=C1)F)C1=CC=C(C=C1)F)CC